N1=C(C=CC=C1)N1C(COCC1)=O 4-(pyridin-2-yl)-morpholine-3-one